C(C1=CC=CC=C1)N1C[C@@H](N(CC1)C(=O)OC(C)(C)C)CC#N tert-butyl (2S)-4-benzyl-2-(cyanomethyl)piperazine-1-carboxylate